F[C@H]1CN(CC[C@H]1NC1=C2C=C(N(C2=CC=C1)CC(F)(F)F)C1=NOC(=N1)CNC(=O)C=1N=C2N(CCCC2)C1)C N-{[3-(4-{[(3S,4R)-3-fluoro-1-methylpiperidin-4-yl]amino}-1-(2,2,2-trifluoroethyl)-1H-indol-2-yl)-1,2,4-oxadiazol-5-yl]methyl}-5H,6H,7H,8H-imidazo[1,2-a]pyridine-2-carboxamide